methyl N-[4-[2-[1-ethyl-3-(trifluoromethyl)pyrazol-4-yl]-6-oxo-1H-pyridin-4-yl]-2-pyridyl]carbamate C(C)N1N=C(C(=C1)C=1NC(C=C(C1)C1=CC(=NC=C1)NC(OC)=O)=O)C(F)(F)F